C(C1=CC=CC=C1)OC1=C(C=C2C[C@H](N(CC2=C1Br)CC1=CC=C(C=C1)C#N)C(=O)NS(=O)(=O)C1=CC(=C(C=C1)NCC1CCCCC1)[N+](=O)[O-])Br (S)-7-(benzyloxy)-6,8-dibromo-2-(4-cyanobenzyl)-N-((4-((cyclohexylmethyl)amino)-3-nitrophenyl)sulfonyl)-1,2,3,4-tetrahydroisoquinoline-3-carboxamide